2-(1,2,2,4,8,10,10,11,13,13-Decamethyl-2,10,11,13-tetrahydrosilino[3,2-g:5,6-g']diquinolin-6-ylium-6(1H)-yl)-benzoate CN1C(C=C(C2=CC3=C(C=C12)[Si](C1=C(C=C2C(=CC(N(C2=C1)C)(C)C)C)[C+]3C3=C(C(=O)[O-])C=CC=C3)(C)C)C)(C)C